C(N)(=O)C1=C(C=C(OCC=2C3=C(SC2C(=O)OCC)C=CC=C3Cl)C=C1F)F Ethyl 3-((4-carbamoyl-3,5-difluorophenoxy)methyl)-4-chlorobenzo[b]thiophene-2-carboxylate